N[C@H]1CN(CC[C@H]1O)C1=NN2C(S1)=NC=C2C2=C(C=C(C=C2)F)OC (3s,4r)-3-amino-1-(5-(4-fluoro-2-methoxyphenyl)imidazo[2,1-b][1,3,4]thiadiazol-2-yl)piperidin-4-ol